N-(2-methoxybenzylidene)-2-methylpropan-2-sulfinamide COC1=C(C=NS(=O)C(C)(C)C)C=CC=C1